ClC=1C=C(C=CC1F)NC(N(C)[C@@H]1C=2C3=C(C(NC2CN(C1)CCO)=O)C=C(C=C3)F)=O |r| Racemic-3-(3-chloro-4-fluorophenyl)-1-(8-fluoro-3-(2-hydroxyethyl)-6-oxo-1,2,3,4,5,6-hexahydrobenzo[c][1,7]naphthyridin-1-yl)-1-methylurea